rhenium (VII) oxide [Re+5]=O